(S)-N2-(2,4-dichlorobenzyl)-N1-dodecyl-5-oxopyrrolidine-1,2-dicarboxamide ClC1=C(CNC(=O)[C@H]2N(C(CC2)=O)C(=O)NCCCCCCCCCCCC)C=CC(=C1)Cl